2-(7-oxabicyclo[4.1.0]hept-3-yl)spiro[1,3-dioxane-5,3'-[7]oxabicyclo[4.1.0]heptane] C12CC(CCC2O1)C1OCC2(CC3OC3CC2)CO1